azetidine-3-carbonitrile hydrochloride Cl.N1CC(C1)C#N